C[C@@]1(N(C[C@@H](C1)OC(F)F)C(CNC(=O)C=1C=CC2=C(OCCS2)C1)=O)C(=O)OC1CCC(CC1)N1N=C2C=C(C(=CC2=C1)Br)OC (1S,4s)-4-(5-bromo-6-methoxy-2H-indazol-2-yl)cyclohexanol methyl-(2S,4R)-4-(difluoromethoxy)-1-((2,3-dihydrobenzo[b][1,4]oxathiine-7-carbonyl)glycyl)pyrrolidine-2-carboxylate